FC(=CN1CCC1)F (2,2-Difluorovinyl)azetidine